N,N-di(2-hydroxyethyl)aniline OCCN(C1=CC=CC=C1)CCO